2,4-dichloropyrimidine-5-carboxylic acid ethyl ester C(C)OC(=O)C=1C(=NC(=NC1)Cl)Cl